4-((methoxymethoxy)carbonyl)-2,3,5,6-tetramethylphenyl 7-(benzyloxy)-5-methyl-1H-indene-4-carboxylate C(C1=CC=CC=C1)OC1=CC(=C(C=2C=CCC12)C(=O)OC1=C(C(=C(C(=C1C)C)C(=O)OCOC)C)C)C